FC(C)(F)C=1C=C(C=CC1)NC(=O)C1C(=NN(C1=O)C1=CC=C2C=CN(C2=C1)C(C)C)C N-[3-(1,1-difluoroethyl)phenyl]-1-(1-isopropylindol-6-yl)-3-methyl-5-oxo-4H-pyrazole-4-carboxamide